C1(=CCCC1)C(C1(COC1)CC)(C1=CCCC1)OC(C1=CCCC1)(C1=CCCC1)C1(COC1)CC dicyclopentenyl-(3-ethyl-3-oxetanylmethyl)ether